CC1=C(C=NC(=C1)C)C1=CC(=NO1)C(F)F 4,6-dimethyl-3-[3-(difluoromethyl)isoxazol-5-yl]pyridine